N-(3-(4-(1-oxo-1,2,3,4-tetrahydroisoquinolin-6-yl)-3-(trifluoromethyl)-1H-pyrazol-1-yl)phenyl)propionamide O=C1NCCC2=CC(=CC=C12)C=1C(=NN(C1)C=1C=C(C=CC1)NC(CC)=O)C(F)(F)F